ClC1=CC=C(OCC2=NN=C(S2)C2=C(C(=O)N)C(=CC(=N2)C)C2=C(C=CC(=C2)C(F)(F)F)OC)C=C1 (5-((4-chlorophenoxy)methyl)-1,3,4-thiadiazol-2-yl)-4-(2-methoxy-5-(trifluoromethyl)phenyl)-6-methylnicotinamide